1-(2-(2,6-dioxopiperidin-3-yl)-1-oxoisoindolin-5-yl)piperidine-4-carboxaldehyde O=C1NC(CCC1N1C(C2=CC=C(C=C2C1)N1CCC(CC1)C=O)=O)=O